S(N)(OC[C@@H]1[C@H](C[C@@H](C1)NC1=NC=NC=C1C(=O)C=1SC=C(C1)COC1=C(C=CC=C1)OC(F)(F)F)O)(=O)=O [(1R,2S,4R)-2-hydroxy-4-({5-[(4-{[2-(trifluoromethoxy)phenoxy]methyl}-2-thienyl)carbonyl]pyrimidin-4-yl} amino)cyclopentyl]methyl sulfamate